ruthenium (iii) trichloride [Ru](Cl)(Cl)Cl